N-(4-cyano-2,5-difluorophenyl)-4-((3-fluorophenyl)methyl-d2)-1-tosyl-1H-pyrrole-3-sulfonamide C(#N)C1=CC(=C(C=C1F)NS(=O)(=O)C1=CN(C=C1C([2H])([2H])C1=CC(=CC=C1)F)S(=O)(=O)C1=CC=C(C)C=C1)F